CN1N=CC(=C1)C1=NC2=CC=CC=C2C(=C1)[C@@H](C)NC(=O)C1=C(C=CC=C1)CCC(=O)NNC(/C=C/C(=O)OC)=O methyl (R,E)-4-(2-(3-(2-((1-(2-(1-methyl-1H-pyrazol-4-yl)quinolin-4-yl)ethyl)carbamoyl)phenyl) propanoyl)hydrazineyl)-4-oxobut-2-enoate